3,9-bis(1,1-diethyl-2-hydroxyethyl)-2,4,8,10-tetraoxaspiro(5.5)undecane C(C)C(CO)(CC)C1OCC2(CO1)COC(OC2)C(CO)(CC)CC